C1(CCC1)CNCC=1NC2=CC(=CC=C2C1)CN1N=NC(=C1)C1=C2C=NNC2=CC(=C1)C 1-cyclobutyl-N-((6-((4-(6-methyl-1H-indazol-4-yl)-1H-1,2,3-triazol-1-yl)methyl)-1H-indol-2-yl)methyl)methylamine